ethyl 3-(2-methoxypyrimidin-5-yl)-3-(4-(4-(5,6,7,8-tetrahydro-1,8-naphthyridin-2-yl)butyl)thiazol-2-yl)propanoate COC1=NC=C(C=N1)C(CC(=O)OCC)C=1SC=C(N1)CCCCC1=NC=2NCCCC2C=C1